3,4,4'-trihydroxy-3'-acetoxy-trans-stilbene OC=1C=C(C=CC1O)\C=C\C1=CC(=C(C=C1)O)OC(C)=O